C(C1=CC=CC=C1)OC1=C(C=C(C(=O)O)C=C1)N(CCN1CCOCC1)S(=O)(=O)C 4-(benzyloxy)-3-(N-(2-morpholinoethyl)methylsulfonylamino)benzoic acid